FC=1C(=NC(=NC1)NC1=CC=C(C=C1)N1CCOCC1)OCC1CCC(CC1)O 4-(((5-fluoro-2-((4-morpholinophenyl)amino)pyrimidin-4-yl)oxy)methyl)cyclohexan-1-ol